FC1=C(C=CC(=C1)F)C=1C(=C2N(N1)CCC2)C2=CC=C1C=NNC1=C2 6-(2-(2,4-Difluorophenyl)-5,6-dihydro-4H-pyrrolo[1,2-b]pyrazol-3-yl)-1H-indazole